FC[C@H](C)N1N=NC2=C1C=C(C=C2)C=2C=CN1N=C(N=C(C12)OC)NC1CCC(CC1)NC(C)=O N-((1R,4s)-4-((5-(1-((S)-1-fluoropropan-2-yl)-1H-benzo[d][1,2,3]triazol-6-yl)-4-methoxypyrrolo[2,1-f][1,2,4]triazin-2-yl)amino)cyclohexyl)acetamide